2'-methyl-N-(1-methylindazol-7-yl)-5'-(trifluoromethyl)-[1,3'-bipyrazole]-4-sulfonamide CN1N=C(C=C1N1N=CC(=C1)S(=O)(=O)NC=1C=CC=C2C=NN(C12)C)C(F)(F)F